NC=1N(C(=CC1)C)C1=C2C=NNC2=CC(=C1C)OCC1(CCC1)N 2-Amino-6-((1-aminocyclobutyl)methoxy)-5-methyl-1-(5-methyl-1H-indazol-4-yl)-1H-pyrrole